C1(CC1)C=1C=CC=2N(C1)C=C(N2)CNC2=NC=NC(=C2)N N4-((6-cyclopropylimidazo[1,2-a]pyridin-2-yl)methyl)pyrimidine-4,6-diamine